2-chloro-N-[(5-isobutyl-1-phenyl-pyrazol-3-yl)methyl]acetamide ClCC(=O)NCC1=NN(C(=C1)CC(C)C)C1=CC=CC=C1